C1(CCCCC1)N(S(=O)(=O)CCNC(=O)[C@H]1N(C[C@@H](C1)O)C([C@H](C(C)(C)C)N1N=NC(=C1)C1CC1)=O)CC (2S,4R)-N-[2-[cyclohexyl(ethyl)sulfamoyl]ethyl]-1-[(2S)-2-(4-cyclopropyltriazol-1-yl)-3,3-dimethyl-butanoyl]-4-hydroxy-pyrrolidine-2-carboxamide